FC1=CC(=C(C(=O)NC2=CC=C(C=C2)N2C3=C(NCC=C2)C2=CC=CC=C2C=C3)C=C1)O 5-[4-(4-fluoro-2-hydroxybenzoyl)aminophenyl]-1H-naphtho[1,2-b][1,4]diazepine